ClC=1C=C(C(=O)N2CC=3C(=NN4C3C(N(CC4)CC4=NN(C=C4)C)=O)C[C@H]2C)C=CC1Cl (3R)-2-(3,4-Dichlorobenzoyl)-3-methyl-9-[(1-methyl-1H-pyrazol-3-yl)methyl]-1,2,3,4,8,9-hexahydropyrido[4',3':3,4]pyrazolo[1,5-a]pyrazin-10(7H)-one